ClC=1C=CC(=C(C1)C1=CC(=C(N=N1)N(CC1(C(OCC1)=O)C)C)NC1=CC(=NC=C1)NC(=O)C1CC(C1)N1CCN(CC1)C)F N-(4-{[6-(5-chloro-2-fluorophenyl)-3-{methyl[(3-methyl-2-oxooxolan-3-yl)methyl]amino}pyridazin-4-yl]amino}pyridin-2-yl)-3-(4-methylpiperazin-1-yl)cyclobutane-1-carboxamide